indole-ethylamine N1C(=CC2=CC=CC=C12)CCN